C(C)(C)OCCOCC1=CC=C(OC=CCNC(C)C)C=C1 [3-[4-(2-isopropoxy-ethoxymethyl)phenoxy]allyl]-isopropylamine